CC1=C(C(=NN1C1C(COCC1)C)O)[N+](=O)[O-] 5-methyl-1-(3-methyltetrahydro-2H-pyran-4-yl)-4-nitro-1H-pyrazol-3-ol